8-(4-cyclopropylphenyl)-6-(4-methoxyphenyl)-2-((2,2,2-trifluoroethyl)amino)pyrido[4,3-d]pyrimidin C1(CC1)C1=CC=C(C=C1)C1=CN(CC2=C1N=C(N=C2)NCC(F)(F)F)C2=CC=C(C=C2)OC